BrC1=C(C=C(C(=C1)F)NC(C1=NC=CC(=C1)C(F)(F)F)=O)C1=CC2=C(N=C(N=C2)N(C(C2=NC=CC(=C2)C(F)(F)F)=O)C2COC2)N2C1=NCC2 N-(6-(2-bromo-4-fluoro-5-(4-(trifluoromethyl)picolinamido)phenyl)-8,9-dihydroimidazo[1',2':1,6]pyrido[2,3-d]pyrimidin-2-yl)-N-(oxetan-3-yl)-4-(trifluoromethyl)picolinamide